BrC=1C2=C(C(N(C1)C)=O)NC(=C2)C(=O)NCC(F)(F)F 4-bromo-6-methyl-7-oxo-N-(2,2,2-trifluoroethyl)-6,7-dihydro-1H-pyrrolo[2,3-c]pyridine-2-carboxamide